C(C)(=O)N(C1=C(C(=O)O)C=CC=C1)C(=O)OC 2-(ACETYL-METHOXYCARBONYLAMINO)BENZOIC ACID